C(C)OC(C1=CC(=CC=C1)N=NC1=CC=C(C=C1)NC(=O)NC1=CC(=C(C=C1)Cl)C(F)(F)F)=O 3-{{4-{3-[4-chloro-3-(trifluoromethyl)phenyl]ureido}phenyl}diazenyl}benzoic acid ethyl ester